CC1C2=CN(N=C2C2=C(C1)OC(=C2C)C(=O)[O-])CC2=NC=CC=C2 4,8-dimethyl-2-[(pyridin-2-yl)methyl]-4,5-dihydro-2H-furo[2,3-g]indazole-7-carboxylate